OCC(C/C=C/C=1C=CC(=C(C(=O)OC)C1)OC)CC=C methyl (E)-5-(4-(hydroxymethyl)hepta-1,6-dien-1-yl)-2-methoxybenzoate